FC1(CCC(CC1)[C@@H](C=1N=C2N(N=CC(=C2)CC2C(N[C@@](C2)(C(F)(F)F)C)=O)C1)NC(OC(C)(C)C)=O)F tert-Butyl ((1S)-(4,4-difluorocyclohexyl)(7-(((5S)-5-methyl-2-oxo-5-(trifluoromethyl)pyrrolidin-3-yl)methyl)imidazo[1,2-b]pyridazin-2-yl)methyl)carbamate